NC1=C(C=C(C2=C1CC(O2)(C)C)OC)C(=O)OC Methyl 4-amino-7-methoxy-2,2-dimethyl-2,3-dihydrobenzofuran-5-carboxylate